(1S,3R)-3-((2-(2,6-dioxopiperidin-3-yl)-1-oxoisoindolin-4-yl)amino)cyclopentane-1-carboxamide O=C1NC(CCC1N1C(C2=CC=CC(=C2C1)N[C@H]1C[C@H](CC1)C(=O)N)=O)=O